CC1=NC2=CC=C(C=C2C(=C1)N)NC1=NC2=CC(=CC=C2N=C1)C1=CC(=C(C(=C1)OC)OC)OC 2-methyl-N6-(7-(3,4,5-trimethoxyphenyl)quinoxalin-2-yl)quinoline-4,6-diamine